3H-phenothiazin-3-one C1=CC(C=C2SC3=CC=CC=C3N=C12)=O